ClC=1C=CC(=C(C1)C1=C2C(=NC(=C1)C)C(=CS2)C(=O)O)OCCN2C(=NC1=CC(=CC(=C1C2=O)C#N)C(F)(F)F)C 7-(5-chloro-2-(2-(5-cyano-2-methyl-4-oxo-7-(trifluoromethyl)quinazolin-3(4H)-yl)ethoxy)phenyl)-5-methylthieno[3,2-b]pyridine-3-carboxylic acid